COC=1C=C(C=C(C1)C(F)(F)F)C=1C=C(C=NC1)CC(=O)O 2-(5-(3-methoxy-5-(trifluoromethyl)phenyl)pyridin-3-yl)acetic acid